ClC1=CC(=C(C=C1)C1=NC(=CC2=C1N=C1N(C2=O)CCC1)C1CC(OCC1)C1=CC(=NC=C1)C)F 1-(4-chloro-2-fluorophenyl)-3-(2-(2-methylpyridin-4-yl)tetrahydro-2H-pyran-4-yl)-8,9-dihydropyrido[3,4-d]pyrrolo[1,2-a]pyrimidin-5(7H)-one